Cl.NC1=C(C(=CC=C1)OC)NS(=O)(=O)C=1C=NC(=CC1C)N1C=NC(=C1)C N-(2-amino-6-methoxy-phenyl)-4-methyl-6-(4-methylimidazol-1-yl)pyridine-3-sulfonylamine hydrochloride